ClC1=CC=C(C=C1)C1=CC(=NN1CC1=C(C=C(C=C1)Cl)Cl)COCC(=O)O 2-[[5-(4-Chlorophenyl)-1-[(2,4-dichlorophenyl)methyl]pyrazol-3-yl]methoxy]acetic acid